4-cyano-N-(4-(N-(2-methoxyphenyl)sulfamoyl)phenyl)benzamide C(#N)C1=CC=C(C(=O)NC2=CC=C(C=C2)S(NC2=C(C=CC=C2)OC)(=O)=O)C=C1